Br(=O)(=O)O.CC=1NC=CN1 methylimidazole bromate